3-[3-(benzyloxy)phenyl]-1H-pyrazole C(C1=CC=CC=C1)OC=1C=C(C=CC1)C1=NNC=C1